1,1-dimethoxy-N,N-dimethylethylamine COC(C)(OC)N(C)C